CC(CC)(CCCC)CC 3-methyl-3-ethylheptane